Cl.C(C)C1=NC2=C(N1C1=NC(=C3N=C(N(C3=N1)C)CN1C(CNCC1)=O)N1CCOCC1)C=CC=C2 1-((2-(2-ethyl-1H-benzo[d]imidazol-1-yl)-9-methyl-6-morpholino-9H-purin-8-yl)methyl)piperazin-2-one hydrochloride